ClC=1C=CC(=C(C1)S(=O)(=O)[O-])OC1=C(C=C(C=C1)Cl)NC(=O)NC1=CC(=C(C=C1)Cl)Cl.[Na+] Sodium 5-chloro-2-(4-chloro-2-(3-(3,4-dichlorophenyl)ureido)phenoxy)benzenesulfonate